2-(2-{5-[(7R)-7-amino-2-azabicyclo[2.2.1]heptane-2-carbonyl]-7-methoxy-1-methyl-1H-1,3-benzodiazol-2-yl}-1-(cyclopropylmethyl)-1H-pyrrolo[2,3-b]pyridin-6-yl)-3-fluoropyridin-4-ol N[C@H]1C2N(CC1CC2)C(=O)C2=CC1=C(N(C(=N1)C1=CC=3C(=NC(=CC3)C3=NC=CC(=C3F)O)N1CC1CC1)C)C(=C2)OC